7-cyclopentyl-2-((5-(4-((2-(2,6-dioxopiperidin-3-yl)-4-fluoro-1,3-dioxoisoindolin-5-yl)methyl)piperazin-1-yl)pyridin-2-yl)amino)-N,N-dimethyl-7H-pyrrolo[2,3-d]pyrimidine-6-carboxamide C1(CCCC1)N1C(=CC2=C1N=C(N=C2)NC2=NC=C(C=C2)N2CCN(CC2)CC=2C(=C1C(N(C(C1=CC2)=O)C2C(NC(CC2)=O)=O)=O)F)C(=O)N(C)C